7-(3,4-dimethoxyphenyl)-2-(1,2,3,6-tetrahydropyridin-4-yl)-4H-pyrido[1,2-a]pyrimidin-4-one COC=1C=C(C=CC1OC)C=1C=CC=2N(C(C=C(N2)C=2CCNCC2)=O)C1